FC1(C[C@@H](CCC1)[C@H](NC(=O)C1=CC=NN1CC)C=1N=C2N(N=C(C=N2)C[C@@H]2C(NC[C@@H](C2)C(F)(F)F)=O)C1)F N-((1S)-((R)-3,3-difluorocyclohexyl)(2-(((3R,5R)-2-oxo-5-(trifluoromethyl)piperidin-3-yl)methyl)imidazo[1,2-b][1,2,4]triazin-6-yl)methyl)-1-ethyl-1H-pyrazole-5-carboxamide